2-[1-[2,6-difluoro-4-(4-methyl-6-propoxy-pyrimidin-2-yl)phenyl]-4-piperidinyl]acetic acid FC1=C(C(=CC(=C1)C1=NC(=CC(=N1)C)OCCC)F)N1CCC(CC1)CC(=O)O